4-[5-(4-methylphenyl)-2-{octahydro-1H-pyrrolo[3,4-c]pyridin-2-yl}pyrimidin-4-yl]benzonitrile CC1=CC=C(C=C1)C=1C(=NC(=NC1)N1CC2CNCCC2C1)C1=CC=C(C#N)C=C1